C1(=CC=CC=C1)C1CCOC2=CC=CC=C12 4-phenyl-3,4-dihydro-1H-chromene